C1C(C12CCNCC2)C#CC=2C(=C(C(=CC2)OCC2=CC=CC=C2)N2CC(NS2(=O)=O)=O)F 5-[3-[2-(6-azaspiro[2.5]octan-2-yl)ethynyl]-6-benzyloxy-2-fluoro-phenyl]-1,1-dioxo-1,2,5-thiadiazolidin-3-one